ClC1=NC=C(C(=O)NC2=NN(C(=C2)C)C2CCC(CC2)(F)F)C(=C1)N1CCC2(CC2)CC1 6-chloro-N-(1-(4,4-difluorocyclohexyl)-5-methyl-1H-pyrazol-3-yl)-4-(6-azaspiro[2.5]octan-6-yl)nicotinamide